4-(1,3-benzodioxol-5-ylsulfonyl)morpholin O1COC2=C1C=CC(=C2)S(=O)(=O)N2CCOCC2